trimethyl-1-adamantylammonium C[N+](C12CC3CC(CC(C1)C3)C2)(C)C